((1R,5S)-8-oxabicyclo[3.2.1]oct-3-yl)-4-nitro-1H-pyrazole [C@H]12CC(C[C@H](CC1)O2)N2N=CC(=C2)[N+](=O)[O-]